ClC=1C(=CC2=C(N(C[C@H](N(S2(=O)=O)C)[C@H](C)O)C2=CC=CC=C2)C1)C=1C=CC(=C(C(=O)OC)C1)F methyl 5-((S)-7-chloro-3-((S)-1-hydroxyethyl)-2-methyl-1,1-dioxido-5-phenyl-2,3,4,5-tetrahydrobenzo[f][1,2,5]thiadiazepin-8-yl)-2-fluorobenzoate